1-(2-((2-Benzyl-4-methylcyclohexyl)oxy)ethyl)-4-methylpiperazine C(C1=CC=CC=C1)C1C(CCC(C1)C)OCCN1CCN(CC1)C